2-Chloro-4-(8-(4-(2-(4-(4-(2,6-dioxopiperidin-3-yl)phenyl)piperazin-1-yl)-7-azaspiro[3.5]nonane-7-carbonyl)phenyl)-3-methyl-2,8-diazaspiro[4.5]decan-2-yl)benzonitrile ClC1=C(C#N)C=CC(=C1)N1CC2(CC1C)CCN(CC2)C2=CC=C(C=C2)C(=O)N2CCC1(CC(C1)N1CCN(CC1)C1=CC=C(C=C1)C1C(NC(CC1)=O)=O)CC2